N-[[1-(2-amino-2-oxo-ethyl)-1-methyl-piperidin-1-ium-4-yl]methyl]-4-[[3-[2,3-difluoro-4-(3-methyl-1H-pyrazol-4-yl)phenyl]imidazo[1,2-a]pyrazin-8-yl]amino]-2-ethyl-benzamide NC(C[N+]1(CCC(CC1)CNC(C1=C(C=C(C=C1)NC=1C=2N(C=CN1)C(=CN2)C2=C(C(=C(C=C2)C=2C(=NNC2)C)F)F)CC)=O)C)=O